N-(2-(2-cyanopyrrolidin-1-yl)-2-oxoethyl)-quinoline-4-carboxamide C(#N)C1N(CCC1)C(CNC(=O)C1=CC=NC2=CC=CC=C12)=O